NC1=CC=C(C(=O)OCCCOC(C2=CC=C(C=C2)N)=O)C=C1 trimethylene bis-(4-aminobenzoate)